FC1(C(C(C(C1F)(F)F)(F)F)(F)F)C 1,2,2,3,3,4,4,5-octafluorocyclopentylmethane